BrC=1N=C(N(N1)C1=NC=C(C=C1)OC(F)F)C(C)NC(C1=CC(=CC(=C1)C(F)(F)F)C1C(C1)(F)F)=O N-[1-[5-bromo-2-[5-(difluoromethoxy)-2-pyridyl]-1,2,4-triazol-3-yl]ethyl]-3-(2,2-difluorocyclopropyl)-5-(trifluoromethyl)benzamide